(13R)-13-methyl-19-(oxan-2-yl)-8,14-dioxa-5,10,19,20,23-pentaazatetracyclo[13.5.2.12,6.018,21]tricosa-1(20),2,4,6(23),15,17,21-heptaen-9-one C[C@@H]1CCNC(OCC=2N=CC=C(C3=NN(C4=CC=C(O1)C=C34)C3OCCCC3)N2)=O